ClC=1C=C2CCCN(C2=CC1)C1CN(CC1F)C(=O)[O-] 3-(6-chloro-3,4-dihydroquinolin-1(2H)-yl)-4-fluoropyrrolidine-1-carboxylate